ClCC1=CC=CC(=N1)C1=NC(=CC=C1)CCl 6,6'-bis(chloromethyl)-2,2'-bipyridyl